S1C(=CC=C1)C=1NC=CN1 2-(thiophene-2-yl)-1H-imidazole